C(C)(C)(C)OC(=O)N1CC(CCC1)C1=CC(=C2C(=NC=NN21)N)C(NC2=C(C(=C(C=C2)CC(=O)N(C)C)C)C)=O 3-(4-amino-5-((4-(2-(dimethylamino)-2-oxoethyl)-2,3-dimethylphenyl)carbamoyl)pyrrolo[2,1-f][1,2,4]Triazin-7-yl)piperidine-1-carboxylic acid tert-butyl ester